(2R)-2-(6-{5-chloro-2-[(oxacyclohex-4-yl)amino]pyrimidin-4-yl}-1-oxo-2,3-dihydro-1H-isoindol-2-yl)-4-(dimethylamino)-N-[(1R)-1-(3-methoxyphenyl)ethyl]butanamide ClC=1C(=NC(=NC1)NC1CCOCC1)C1=CC=C2CN(C(C2=C1)=O)[C@@H](C(=O)N[C@H](C)C1=CC(=CC=C1)OC)CCN(C)C